4-[[2-[4-[6-[(4-Cyano-2-fluoro-phenyl)methoxy]-2-pyridinyl]-2,6-difluoro-phenyl]acetyl]amino]-3-[[(2S)-oxetan-2-ylmethyl]amino]benzoic acid methyl ester COC(C1=CC(=C(C=C1)NC(CC1=C(C=C(C=C1F)C1=NC(=CC=C1)OCC1=C(C=C(C=C1)C#N)F)F)=O)NC[C@H]1OCC1)=O